rel-(2R,3s,5R)-3-(2-chloro-4-(trifluoromethoxy)phenyl)-N-(6-((R)-1,2-dihydroxyethyl)pyridin-3-yl)-5-methyl-5-(trifluoromethyl)tetrahydrofuran-2-carboxamide ClC1=C(C=CC(=C1)OC(F)(F)F)[C@H]1[C@@H](O[C@](C1)(C(F)(F)F)C)C(=O)NC=1C=NC(=CC1)[C@H](CO)O |o1:12,13,15|